1-(cyclopropylmethyl)piperazin-2-one hydrogen chloride Cl.C1(CC1)CN1C(CNCC1)=O